C(C)(C)(C)[S@](=O)N([C@H](CCCCC1=CC=C2CCCN(C2=N1)C(=O)OC(C)(C)C)C(S(=O)(=O)C1=CC=CC=C1)(F)F)C tert-butyl 7-((R)-5-(((S)-tert-butylsulfinyl)(methyl)amino)-6,6-difluoro-6-(phenylsulfonyl)hexyl)-3,4-dihydro-1,8-naphthyridine-1(2H)-carboxylate